pentenyl-acrylamide C(=CCCC)C(C(=O)N)=C